2-((2R,5S)-2-(3-cyano-2-(1-methylpiperidin-4-yl)quinolin-7-yl)-5-methylpiperidin-1-yl)-2-oxo-N-(1-((2-(trimethylsilyl)ethoxy)methyl)-1H-pyrazolo[4,3-c]pyridin-7-yl)acetamide C(#N)C=1C(=NC2=CC(=CC=C2C1)[C@@H]1N(C[C@H](CC1)C)C(C(=O)NC=1C2=C(C=NC1)C=NN2COCC[Si](C)(C)C)=O)C2CCN(CC2)C